COC(C1=C(C(=CC=C1)F)OCCO[Si](C)(C)C(C)(C)C)=O 2-(((tert-butyldimethylsilyl)oxy)ethoxy)-3-fluorobenzoic acid methyl ester